1-[(2S)-oxetan-2-ylmethyl]-1H-benzimidazole-6-carboxylic acid methyl ester COC(=O)C=1C=CC2=C(N(C=N2)C[C@H]2OCC2)C1